4-(7-fluoroimidazo[1,2-a]pyridin-3-yl)-7-((5-(4-methyl-4-morpholino-piperidin-1-yl)pyridin-2-yl)amino)isoindolin-1-one FC1=CC=2N(C=C1)C(=CN2)C2=C1CNC(C1=C(C=C2)NC2=NC=C(C=C2)N2CCC(CC2)(N2CCOCC2)C)=O